rel-(1R,2S)-2-{3-[({1-[(2S)-2-butanyl]-5-(3-phenylpropyl)-1H-pyrrole-2-yl}carbonyl)Amino]-5-methylphenyl}cyclopropanecarboxylic acid C[C@@H](CC)N1C(=CC=C1CCCC1=CC=CC=C1)C(=O)NC=1C=C(C=C(C1)C)[C@@H]1[C@@H](C1)C(=O)O |o1:28,29|